N-[(6-Amino-2-pyridyl)sulfonyl]-6-(4-cyano-3-methoxyphenyl)-2-(2,4,6-trimethylphenoxy)pyridin-3-carboxamid NC1=CC=CC(=N1)S(=O)(=O)NC(=O)C=1C(=NC(=CC1)C1=CC(=C(C=C1)C#N)OC)OC1=C(C=C(C=C1C)C)C